(S)-6-Ethyl-N-((S)-1-(5-(2-methoxy-1,7-naphthyridin-3-yl)oxazol-2-yl)-7-oxononyl)-6-azaspiro[2.5]octan-1-carboxamid C(C)N1CCC2(C[C@@H]2C(=O)N[C@@H](CCCCCC(CC)=O)C=2OC(=CN2)C=2C(=NC3=CN=CC=C3C2)OC)CC1